dimethylbenzo[c]benzene CC=1C=CC=2C(=CC=CC2)C1C